ClC1=CC=C(C=N1)C1=NOC(=C1CN1N=CC(=CC1=O)C=1C=NN(C1)CC)C 2-((3-(6-chloropyridin-3-yl)-5-methylisoxazol-4-yl)methyl)-5-(1-ethyl-1H-pyrazol-4-yl)pyridazin-3(2H)-one